(S)-methyl({1-[3-({2-[(3R,4S)-3-fluoro-4-methoxypiperidin-1-yl]pyrimidin-4-yl}amino)-5-(propan-2-yl)isoquinolin-8-yl]azetidin-3-yl}methyl)imino-λ6-sulfanone CS(=O)=NCC1CN(C1)C=1C=CC(=C2C=C(N=CC12)NC1=NC(=NC=C1)N1C[C@H]([C@H](CC1)OC)F)C(C)C